ClC=1C=C(C=CC1F)N(C(=S)N1CC2(CN(C2)C(=O)OC(C)(C)C)C1)CC1=CC=C(C=C1)C=1OC(=NN1)C(F)F tert-butyl 6-((3-chloro-4-fluorophenyl) (4-(5-(difluoromethyl)-1,3,4-oxadiazol-2-yl) benzyl) thiocarbamoyl)-2,6-diazaspiro[3.3]heptane-2-carboxylate